C1(CC1)C1=NC(=C2N=CNC2=N1)N cyclopropyl-9H-purine-6-amine